Tert-Butyl N-[6-(4-amino-4-methylpiperidin-1-yl)-3-(2,3-dichlorophenyl)-5-(formamidomethyl)pyrazin-2-yl]carbamate NC1(CCN(CC1)C1=C(N=C(C(=N1)NC(OC(C)(C)C)=O)C1=C(C(=CC=C1)Cl)Cl)CNC=O)C